C(CC)S(=O)(=O)[O-] propane-1-sulphonate